OC(C(=O)[O-])O dihydroxyacetate